C(C)(C)(C)C1=C(C(=CC(=C1)O)C(C)(C)C)OC(CC)=O 2,6-di-tert-butyl-4-hydroxy-phenylpropionate